OC1=C(C=CC=C1)C=1C=C2C(=NN1)NC[C@@H]1N2CCN(C1)C1CCN(CC1)C1CCN(CC1)C(=O)OCC1=CC=CC=C1 (S)-benzyl 4-(2-(2-hydroxyphenyl)-6a,7,9,10-tetrahydro-5H-pyrazino[1',2':4,5]pyrazino[2,3-c]pyridazin-8(6H)-yl)-[1,4'-bipiperidine]-1'-carboxylate